NC1=C(C=C(C=C1)C(=O)OC)NC[C@@H]1N(C[C@@H](C1)O)C(=O)OC(C)(C)C tert-butyl (2R,4R)-2-(((2-amino-5-(methoxycarbonyl)phenyl)amino)methyl)-4-hydroxypyrrolidine-1-carboxylate